C[C@@H]1[C@H](C2=NC(=CC=C2O1)C)CN 1-[(2R,3S)-2,5-dimethyl-2,3-dihydrofuro[3,2-b]pyridin-3-yl]methylamine